(14S)-2-naphthoate C1=C(C=CC2=CC=CC=C12)C(=O)[O-]